NC1=C(C=C(OCCCS(=O)(=O)O)C=C1)C 3-(4-amino-3-methylphenoxy)propan-1-sulfonic acid